CC=1N=C(C2=CC=CC=C2C1)C#N methylisoquinoline-1-carbonitrile